COC(C(C)(C)C1=CC=C(C=C1)Br)=O 2-(4-bromophenyl)-2-methyl-propionic acid methyl ester